(4-piperidylmethyl)carbamate N1CCC(CC1)CNC([O-])=O